(phenyl)phosphine oxide C1(=CC=CC=C1)[PH2]=O